C12C3CCCC3C(C=C1)C2 tricyclo[5.2.1.02,6]Dec-8-ene